[Si](C1=CC=CC=C1)(C1=CC=CC=C1)(C(C)(C)C)OC1C(C2=C(C=NC=3N2N=C(C3)Cl)C1C(=O)N)(C)C 7-((tert-butyldiphenylsilyl)oxy)-2-chloro-8,8-dimethyl-7,8-dihydro-6H-cyclopenta[e]pyrazolo[1,5-a]pyrimidine-6-carboxamide